C(C)(C)(C)C=1C=C(C(=CC1O)C)C(CCC)C=1C(=CC(=C(C1)C(C)(C)C)O)C 6,6'-Di-tert-butyl-4,4'-butylidenedi-m-cresol